3-(5-(4-(7-((R)-3-((5-(2-chloro-4-phenoxybenzoyl)-7H-pyrrolo[2,3-d]pyrimidin-4-yl)amino)piperidin-1-yl)-7-oxoheptyl)piperazin-1-yl)-1-oxoisoindolin-2-yl)piperidine-2,6-dione ClC1=C(C(=O)C2=CNC=3N=CN=C(C32)N[C@H]3CN(CCC3)C(CCCCCCN3CCN(CC3)C=3C=C2CN(C(C2=CC3)=O)C3C(NC(CC3)=O)=O)=O)C=CC(=C1)OC1=CC=CC=C1